NC1C(CCCC1)C Hexahydro-toluidin